chloro(triphenylphosphine) gold (I) [Au+].ClC1=C(C=CC=C1)P(C1=CC=CC=C1)C1=CC=CC=C1